2-(2-chloro-4-(1H-pyrazol-4-yl)phenyl)-5-(2,7-diazaspiro[4.5]decan-2-yl)-1,3,4-thiadiazole, Hydrochloride Salt Cl.ClC1=C(C=CC(=C1)C=1C=NNC1)C=1SC(=NN1)N1CC2(CC1)CNCCC2